Cl.N[C@H](C(=O)N[C@H](C(=O)OCC)CC=1SC=CC1)CC1=CC(=CC(=C1)SCCCl)SCCCl ethyl (2S)-2-[[(2S)-2-amino-3-[3,5-bis(2-chloroethylsulfanyl)phenyl]propanoyl]amino]-3-(2-thienyl)propanoate hydrochloride